CN([C@H](CNC(=O)C1=CC=2C=3C=C4C(=C(C3N(C2C=C1)C)C)C=CN=C4)C)C (S)-N-(2-(dimethylamino)propyl)-5,6-dimethyl-6H-pyrido[4,3-b]carbazole-9-carboxamide